CC(C)(C)C(=O)NC1=C(C(=CC=C1)OC)C=O N-(2-FORMYL-3-METHOXYPHENYL)-2,2-DIMETHYLPROPANAMIDE